dithiomaleic acid C(\C=C/C(=S)O)(=S)O